3-([1,1'-biphenyl]-4-yl)-2-acetaminopropionate C1(=CC=C(C=C1)CC(C(=O)[O-])NC(=O)C)C1=CC=CC=C1